ClC1=NC2=CC=C(C=C2C=C1)OCC(C#N)O 3-((2-chloroquinolin-6-yl)oxy)-2-hydroxy-propionitrile